Aluminum zinc magnesium silicon [Si].[Mg].[Zn].[Al]